5-(4-fluoroindolin-5-yl)-7-methyl-7H-pyrrolo[2,3-d]pyrimidin-4-amine FC1=C2CCNC2=CC=C1C1=CN(C=2N=CN=C(C21)N)C